Lithium disilicate Aluminum [Al+3].[Si]([O-])([O-])([O-])[O-].[Si](O)(O)(O)O.[Li+]